ClC1=C(C=C2C=C(N=CC2=C1)NC(=O)[C@H]1CC12CC(C2)OCC)C2CCN(CC2)[C@]2(COC[C@H]2F)C (1S,2S)-N-(7-chloro-6-(1-((3S,4S)-4-fluoro-3-methyltetrahydrofuran-3-yl)piperidin-4-yl)isoquinolin-3-yl)-5-ethoxyspiro[2.3]hexane-1-carboxamide